(((R)-2-methylmorpholinyl)methyl)-4H-chromen-4-one C[C@@H]1CN(CCO1)CC=1OC2=CC=CC=C2C(C1)=O